C(C)C1=NC=C(C=C1)C=1CCC(CN1)C 2-ethyl-5-(3-methyl-2,3,4,5-tetrahydropyridin-6-yl)pyridine